FC1=C(C=C(C=C1)N(C(=O)C=1N=CC=2N(C1)C(=CN2)I)COC)OC N-(4-fluoro-3-methoxy-phenyl)-3-iodo-N-(methoxymethyl)imidazo[1,2-a]pyrazine-6-carboxamide